N-{5-[3-(hydroxymethyl)phenyl]-1H-indazol-3-yl}-1-methylpiperidine-4-carboxamide p-toluenesulfonate CC1=CC=C(C=C1)S(=O)(=O)O.OCC=1C=C(C=CC1)C=1C=C2C(=NNC2=CC1)NC(=O)C1CCN(CC1)C